BrC1=CC=C(C=C1)[C@@H]1[C@@H](CCC1)N1C(C2=CC=CC=C2C1=O)=O cis-2-(2-(4-bromophenyl)cyclopentyl)isoindole-1,3-dione